NC=1C2=C(N=CN1)N(C(=C2C2=CC=C(C=C2)OC2=NC=CC(=N2)C)C2=CC=C(C=C2)N2C(CC2)=O)C 1-(4-(4-amino-7-methyl-5-(4-((4-methylpyrimidin-2-yl)oxy)phenyl)-7H-pyrrolo[2,3-d]pyrimidin-6-yl)phenyl)azetidin-2-one